3-((3-chloro-4-fluorobenzyl)thio)-5-(4-fluorophenyl)-4-(2-chlorophenyl)-4H-1,2,4-triazole ClC=1C=C(CSC2=NN=C(N2C2=C(C=CC=C2)Cl)C2=CC=C(C=C2)F)C=CC1F